C1(CCCCC1)C(=O)N cyclohexane-1-Formamide